CC1(CCC(CC1)OC=1C=NC(=CC1C1=CC=2N(C=C1)N=C(C2)NC=2C=NN(C2)C)C)O (1r,4r)-1-methyl-4-((6-methyl-4-(2-((1-methyl-1H-pyrazol-4-yl)amino)pyrazolo[1,5-a]pyridin-5-yl)pyridin-3-yl)oxy)cyclohexan-1-ol